N-(4-benzothien-2-yl-phenyl)-N-(4-naphthalen-2-yl-phenyl)-N-{4-(2-phenyl-benzoxazol-6-yl)-phenyl}-amine S1C(=CC2=C1C=CC=C2)C2=CC=C(C=C2)N(C2=CC=C(C=C2)C2=CC1=C(N=C(O1)C1=CC=CC=C1)C=C2)C2=CC=C(C=C2)C2=CC1=CC=CC=C1C=C2